N(=[N+]=[N-])CCCCCCN1N=CC(=C1)C=1C=CC=2N(C1)C(=C(N2)C)CC2=C(C=CC(=C2)Cl)Cl 6-(1-(6-azidohexyl)-1H-pyrazol-4-yl)-3-(2,5-dichlorobenzyl)-2-methylimidazo[1,2-a]pyridine